O[C@H](C(=O)N1[C@@H](C[C@H](C1)C1=CC=CC=C1)C(=O)N[C@@H](C[C@H]1C(NCC1)=O)C(COC(F)(F)F)=O)C1=CC=CC=C1 (2S,4S)-1-((S)-2-hydroxy-2-phenylacetyl)-N-((S)-3-oxo-1-((S)-2-oxopyrrolidin-3-yl)-4-(trifluoromethoxy)butan-2-yl)-4-phenylpyrrolidine-2-carboxamide